NC1=NC=2C(C=3N1N=C(N3)C=3OC=CC3)=CN(N2)C(C(=O)N2CCN(CC2)C2=CC=C(C=C2)OCCOC)CC(C)C 2-(5-amino-2-(furan-2-yl)-8H-pyrazolo[4,3-e][1,2,4]triazolo[1,5-c]pyrimidin-8-yl)-1-(4-(4-(2-methoxyethoxy)phenyl)piperazin-1-yl)-4-methylpentan-1-one